Methyl (1R,3R,4R,5S)-5-((tert-butyldiphenylsilyl)oxy)-3-ethynyl-2-azabicyclo[2.2.1]heptane-2-carboxylate [Si](C1=CC=CC=C1)(C1=CC=CC=C1)(C(C)(C)C)O[C@@H]1[C@H]2[C@@H](N([C@@H](C1)C2)C(=O)OC)C#C